C(C)(=O)O[C@H]1[C@@H](O[C@]([C@H]1OCC1=CC=CC=C1)(C)COCC1=CC=CC=C1)N1C(NC(C(=C1)F)=O)=O (2R,3R,4S,5R)-4-(benzyloxy)-5-((benzyloxy)methyl)-2-(5-fluoro-2,4-dioxo-3,4-dihydropyrimidin-1(2H)-yl)-5-methyltetrahydrofuran-3-yl acetate